O=C1CC2(C1)CCN(CC2)C(=O)OCC2=CC=CC=C2 Benzyl 2-oxo-7-azaspiro[3.5]nonane-7-carboxylate